4-(3-((3-carbamoyl-5-fluorobenzyl)oxy)-5-fluoropyridin-2-yl)-N-(3-chloro-5-(methylsulfonamido)phenyl)-5-methylthiophene-2-carboxamide C(N)(=O)C=1C=C(COC=2C(=NC=C(C2)F)C=2C=C(SC2C)C(=O)NC2=CC(=CC(=C2)NS(=O)(=O)C)Cl)C=C(C1)F